(methylsulfonyl)methanesulfonyl chloride CS(=O)(=O)CS(=O)(=O)Cl